BrC=1C=CC(=C(C1)NC[C@@H](CCCOC1=C(C=NN1C)C=1C=C(C(=O)OC)C=CC1F)C)[N+](=O)[O-] methyl (R)-3-(5-((5-((5-bromo-2-nitrophenyl) amino)-4-methylpentyl) oxy)-1-methyl-1H-pyrazol-4-yl)-4-fluorobenzoate